4-[[4-fluoro-3-(4-ethyl-4-oxo-1,4-azaphosphinane-1-carbonyl)phenyl]methyl]-2H-phthalazin-1-one FC1=C(C=C(C=C1)CC1=NNC(C2=CC=CC=C12)=O)C(=O)N1CCP(CC1)(=O)CC